BrCC(=O)C1=CC=C(C=C1)[N+](=O)[O-] 2-bromo-1-(4-nitrophenyl)-ethanone